C(CC)C1CCC(O1)=O 5-propyloxacyclopentane-2-one